2-Isopropyl-N-methylacrylamide C(C)(C)C(C(=O)NC)=C